(S)-2-((1-(2-(4,4-dimethyl-1,4-azasilinan-1-yl)-7-methyl-4-oxo-4H-pyrido[1,2-a]pyrimidin-9-yl)ethyl)amino)benzoic acid C[Si]1(CCN(CC1)C=1N=C2N(C(C1)=O)C=C(C=C2[C@H](C)NC2=C(C(=O)O)C=CC=C2)C)C